FC1=C(OCCCCCCCCCCCP(O)(O)=O)C=CC(=C1F)C1CCC(CC1)CCCCC 11-[2,3-difluoro-4-(4-pentylcyclohexyl)phenoxy]undecylphosphonic acid